N6,N6-diethyl-N2-((6-(4-(2-(methanesulfonyl)pyrimidin-5-yl)-1H-1,2,3-triazol-1-yl)hexanoyl)-L-valinyl)-L-lysine C(C)N(CCCC[C@H](NC([C@@H](NC(CCCCCN1N=NC(=C1)C=1C=NC(=NC1)S(=O)(=O)C)=O)C(C)C)=O)C(=O)O)CC